FC1([C@H](CNC[C@H]1C)CCO)F 2-[(3S,5R)-4,4-difluoro-5-methyl-3-piperidyl]ethanol